C(C1=CC=CC=C1)OC1=C(C(=C2C=CC(=CC2=C1)C(=O)NNC(OC(C)(C)C)=O)F)N1S(NC(C1)=O)(=O)=O tert-butyl N-[[7-benzyloxy-5-fluoro-6-(1,1,4-trioxo-1,2,5-thiadiazolidin-2-yl)naphthalene-2-carbonyl]amino]carbamate